6-((5-((2-azaspiro[3.3]heptan-6-yl)oxy)-3-methyl-1-oxoisoindolin-2-yl)methyl)benzo[d]oxazol-2(3H)-one C1NCC12CC(C2)OC=2C=C1C(N(C(C1=CC2)=O)CC2=CC1=C(NC(O1)=O)C=C2)C